FC=1C=CC=2N(C3=CC=C(C=C3C2C1)F)CC(CN1C(CC(C1)C)=O)(C)O 1-(3-(3,6-difluoro-9H-carbazol-9-yl)-2-hydroxy-2-methylpropyl)-4-methylpyrrolidin-2-one